ClC1=CC(=C(C=C1)N1C[C@H](OCC1)C(C)C)C(F)(F)F (R)-4-(4-chloro-2-(trifluoromethyl)phenyl)-2-isopropylmorpholine